methyl 5-bromo-3-hydroxy-pyridine-2-carboxylate BrC=1C=C(C(=NC1)C(=O)OC)O